C(CCCCCCCCC\C=C\CCCCCC)(=O)O trans-octadeca-11-enoic acid